ClC1=CC=C(C=C1)NC(C1=CC=C(C=C1)C1CCNCC1)=O N-(4-chlorophenyl)-4-piperidin-4-ylbenzamide